3-(((R)-1-(6-((S)-4-((1H-Indol-3-yl)methyl)-2-oxooxazolidin-3-yl)-4-methylpyridin-2-yl)ethyl)amino)-6-chloropicolinic acid N1C=C(C2=CC=CC=C12)C[C@@H]1N(C(OC1)=O)C1=CC(=CC(=N1)[C@@H](C)NC=1C(=NC(=CC1)Cl)C(=O)O)C